(S)-N-(3-chloro-5-fluorobenzyl)-1-(4-(dicyclohexylphosphoryl)phenyl)-3-hydroxy-2-oxopyrrolidine-3-carboxamide ClC=1C=C(CNC(=O)[C@@]2(C(N(CC2)C2=CC=C(C=C2)P(=O)(C2CCCCC2)C2CCCCC2)=O)O)C=C(C1)F